(R)-7-(4-amino-5-methoxypyrimidin-2-yl)-3-(5-(difluoromethoxy)-4-((6-oxo-5-(trifluoromethyl)-1,6-dihydropyridazin-4-yl)amino)pentyl)-6-fluoroquinazolin-4(3H)-one NC1=NC(=NC=C1OC)C1=C(C=C2C(N(C=NC2=C1)CCC[C@H](COC(F)F)NC=1C=NNC(C1C(F)(F)F)=O)=O)F